C(C)NC1=CC=C(C(=N1)F)C1=NN2C(N=CC=C2)=C1C(=O)N[C@@H]1C(NC2=C(C(=N1)C1=CC=CC=C1)C=CC=C2)=O 2-[6-(ethylamino)-2-fluoropyridin-3-yl]-N-[(3S)-2-oxo-5-phenyl-1,3-dihydro-1,4-benzodiazepine-3-Yl]pyrazolo[1,5-a]pyrimidine-3-carboxamide